CC1(CN(C1)C(=O)OC(C)(C)C)OC(N[C@H](C(N[C@H](C=O)C[C@@H]1C(NCC1)=O)=O)CC(C)C)=O Tert-butyl 3-methyl-3-((((S)-4-methyl-1-oxo-1-(((S)-1-oxo-3-((R)-2-oxopyrrolidin-3-yl)propan-2-yl)amino)pentan-2-yl)carbamoyl)oxy)azetidine-1-carboxylate